C1(CC1)C=1C=CC(=C(C1)N(S(=O)(=O)C1CC1)C)[N+](=O)[O-] N-(5-cyclopropyl-2-nitrophenyl)-N-methyl-cyclopropanesulfonamide